4-(tert-butoxycarbonyl)-1-(2-(4-(2-chloro-4-(5-(4-(difluoromethoxy)-2,3-difluorophenyl)-1-methyl-1H-imidazole-2-carboxamido)benzoyl)piperazin-1-yl)-2-oxoethyl)-1-methylpiperazin-1-ium C(C)(C)(C)OC(=O)N1CC[N+](CC1)(C)CC(=O)N1CCN(CC1)C(C1=C(C=C(C=C1)NC(=O)C=1N(C(=CN1)C1=C(C(=C(C=C1)OC(F)F)F)F)C)Cl)=O